FC=1C=C(C=CC1F)C1C(N=CO1)S(=O)(=O)C1=CC=C(C)C=C1 5-(3,4-difluorophenyl)-4-tosyl-4,5-dihydrooxazole